2-[[(1R)-1-(4-cyano-3,6-dimethyl-2-morpholino-8-quinolyl)ethyl]amino]benzoic acid C(#N)C1=C(C(=NC2=C(C=C(C=C12)C)[C@@H](C)NC1=C(C(=O)O)C=CC=C1)N1CCOCC1)C